ClC1=CC=C(CN2C(NC3=NC=C(C=C32)C=3C2=C(C(N(C3)C)=O)NC=C2)=O)C=C1 1-(4-chlorobenzyl)-6-(6-methyl-7-oxo-6,7-dihydro-1H-pyrrolo[2,3-c]pyridin-4-yl)-1,3-dihydro-2H-imidazo[4,5-b]pyridin-2-one